C(CC(O)(C(=O)[O-])CC(=O)[O-])(=O)[O-].[Fe+2].[NH4+].[Fe+2].[NH4+].C(CC(O)(C(=O)[O-])CC(=O)[O-])(=O)[O-] ammonium iron(II) Ammonium iron(II) citrate